2-(2-aminopropylamino)ethanol NC(CNCCO)C